4-[2-(6,6-dimethyl-4,5,6,7-tetrahydro-1H-indazol-3-yl)-1H-indole-6-carbonyl]piperazine-1-carboxylic acid benzyl ester C(C1=CC=CC=C1)OC(=O)N1CCN(CC1)C(=O)C1=CC=C2C=C(NC2=C1)C1=NNC=2CC(CCC12)(C)C